(S)-N-((R)-2-(difluoromethoxy)-1-(3-(difluoromethoxy)phenyl)ethyl)-3-(3,3-dimethylcyclobutyl)-3-hydroxypropanamide FC(OC[C@@H](C1=CC(=CC=C1)OC(F)F)NC(C[C@H](O)C1CC(C1)(C)C)=O)F